pyridin-1-ium chloride salt [Cl-].[NH+]1=CC=CC=C1